N-(aminoethyl)γ-aminopropyltrimethoxysilane NCCNCCC[Si](OC)(OC)OC